FC1(CCC(CC1)C1=NC=CC(=C1NC(=O)C1=NC=C(N=C1)C(C)C)C1=C(C=CC(=C1)F)F)F N-(2-(4,4-difluorocyclohexyl)-4-(2,5-difluorophenyl)pyridin-3-yl)-5-isopropylpyrazine-2-carboxamide